OC1=CC=C2C(C=C(OC2=C1OC)C1=CC=C(C=C1)CCCCN(CCN1CCCCC1)C)=O 7-Hydroxy-8-methoxy-2-(4-(4-(methyl(2-(piperidin-1-yl)ethyl)amino)butyl)phenyl)-4H-chromen-4-one